CC1(OC2=C(C1)C=C(C(=C2)N2CCCC2)NC(=O)C=2C=NN1C2N=CC=C1)C N-(2,2-dimethyl-6-(pyrrolidin-1-yl)-2,3-dihydrobenzofuran-5-yl)pyrazolo[1,5-a]pyrimidine-3-carboxamide